C1(CCCCC1)C(=O)NC1=CC=CC2=C(C=CC=C12)NC(=O)C1CCCCC1 N,N'-dicyclohexanecarbonyl-1,5-diaminonaphthalene